C(C1=CC=CC=C1)(=O)N1CCC(CC1)C(=O)NC=1N=CC2=CC=C(C=C2C1)C1=CN=C2N1CCNC2 1-benzoyl-N-(6-(5,6,7,8-tetrahydroimidazo[1,2-a]pyrazin-3-yl)isoquinolin-3-yl)piperidine-4-carboxamide